S1C(=CC=2CNCCC21)S(=O)(N)=N 4,5,6,7-tetrahydrothieno[3,2-c]pyridine-2-sulfonimidamide